tris(2,4-nonanedione) iron [Fe].CC(CC(CCCCC)=O)=O.CC(CC(CCCCC)=O)=O.CC(CC(CCCCC)=O)=O